4-(1-methyl-2-piperidyl)phenol CN1C(CCCC1)C1=CC=C(C=C1)O